ClC1=NC(=C2N=C(N(C2=N1)CS(=O)C)C)N1CCOCC1 4-(2-chloro-8-methyl-9-((methylsulfinyl)methyl)-9H-purin-6-yl)morpholine